3,4-diamino-benzoic acid NC=1C=C(C(=O)O)C=CC1N